C(C)OC(C[C@@H](C1=CC(=CC=C1)OC1=C(C=CC=C1)OC)NS(=O)(=O)C(C)(C)C)=O (S)-3-((R)-1,1-dimethylethylsulfonamido)-3-(3-(2-methoxyphenoxy)phenyl)propanoic acid ethyl ester